((6-methoxy-2-(2-methylimidazo[2,1-b][1,3,4]thiadiazol-6-yl)benzofuran-4-yl)methoxy)-[1,1'-biphenyl]-4-carbaldehyde COC1=CC2=C(C=C(O2)C=2N=C3SC(=NN3C2)C)C(=C1)COC1=C(C=CC(=C1)C=O)C1=CC=CC=C1